COC=1C=C2C(=CC=NC2=CC1OC)SC1=CC=C(C=C1)N1C(N(CC1=O)C1=CC(=CC=C1)C(F)(F)F)=O 3-{4-[(6,7-dimethoxy-4-quinolinyl)thio]phenyl}-1-[3-(trifluoromethyl)phenyl]-2,4-imidazolidinedione